C(C)(C)(C)N(C(O)=O)[C@@H](CC1=CC=CC=C1)[C@H](CNCC1=CC(=CC=C1)OC)O.C=CCCCCCCC.C=CCCCCCCC.C=CCCCCCCC.C=CCCCCCCC.C=CCCCCCCC.C=CCCCCCCC.C=CCCCCCCC.C=CCCCCCCC.C=CCCCCCCC.C=CCCCCCCC.C=CCCCCCCC.C=CCCCCCCC.C=CCCCCCCC.C=CCCCCCCC.C=CCCCCCCC.C=CCCCCCCC.C=CCCCCCCC.C=CCCCCCCC.C=CCCCCCCC.C=CCCCCCCC icosanoneN tert-butyl-((2S,3S)-3-hydroxy-4-((3-methoxybenzyl)amino)-1-phenylbutan-2-yl)-carbamate